FC(OC1=CC=C(C(=O)NCCC2=CC(=NO2)C(=O)OCC)C=C1)(F)F ethyl 5-(2-(4-(trifluoromethoxy)benzamido)ethyl)isoxazole-3-carboxylate